CC=1C=CC=2N(C1C)N=CC2C2=NC(SC1=C2C=CC=C1)(C)C 4-(6,7-dimethylpyrazolo[1,5-a]pyridin-3-yl)-2,2-dimethyl-2H-benzo[e][1,3]thiazine